COC1=C(C=CC=C1C=1N=NN(N1)C)NC1=C2C(=NC(=C1)NC1=NC=C(C=C1)C)NN(C2=O)C 4-((2-methoxy-3-(2-methyl-2H-tetrazol-5-yl)phenyl)amino)-2-methyl-6-((5-methylpyridin-2-yl)amino)-1,2-dihydro-3H-pyrazolo[3,4-b]pyridin-3-one